2-[4-(Diethylaminomethyl)-2-fluorophenyl]-N-[(3S)-9-fluoro-2-oxo-5-phenyl-1,3-dihydro-1,4-benzodiazepin-3-yl]-6,7-dihydro-5H-pyrazolo[5,1-b][1,3]oxazine-3-carboxamide C(C)N(CC)CC1=CC(=C(C=C1)C1=NN2C(OCCC2)=C1C(=O)N[C@@H]1C(NC2=C(C(=N1)C1=CC=CC=C1)C=CC=C2F)=O)F